tert-butyl 4-[4-[[[2-(2,6-dioxo-3-piperidyl)-1,3-dioxo-isoindolin-4-yl]amino]methyl]-3,5-dimethyl-pyrazol-1-yl]piperidine-1-carboxylate O=C1NC(CCC1N1C(C2=CC=CC(=C2C1=O)NCC=1C(=NN(C1C)C1CCN(CC1)C(=O)OC(C)(C)C)C)=O)=O